7-methyl-1,2,4a,5-tetrahydrobenzo[b]pyrazin CC1=CCC2C(NCC=N2)=C1